C(C1=CC=CC=C1)OC=1C(C(=CN2N(CN(C(C21)=O)[C@@H](C)C=C)C(=O)OC(C)(C)C)C(NCC2=C(C=C(C=C2F)F)F)=O)=O tert-butyl (S)-5-(benzyloxy)-3-(but-3-en-2-yl)-4,6-dioxo-7-((2,4,6-trifluorobenzyl)carbamoyl)-2,3,4,6-tetrahydro-1H-pyrido[2,1-f][1,2,4]triazine-1-carboxylate